4-(2-amino-5-cyclopropylpyridin-3-yl)-6-(6-(trifluoromethyl)pyridin-2-yl)-N-(2-(trifluoromethyl)pyridin-4-yl)-1,3,5-triazin-2-amine NC1=NC=C(C=C1C1=NC(=NC(=N1)C1=NC(=CC=C1)C(F)(F)F)NC1=CC(=NC=C1)C(F)(F)F)C1CC1